C1(=CC=C(C=C1)S(=O)(=O)N1C(C1)C(C)=O)C 1-[1-(p-Tolylsulfonyl)aziridin-2-yl]ethanone